C(C1=CC=CC=C1)N1[C@H](CC([C@@H](C1)C)=O)C1=CC=CC=C1 (2R,5R)-1-benzyl-5-methyl-2-phenyl-piperidin-4-one